1-[3-(4-Bromo-2-methyl-2H-pyrazol-3-yl)-4-methoxy-phenyl]-3-(3-nitro-phenyl)-urea BrC1=C(N(N=C1)C)C=1C=C(C=CC1OC)NC(=O)NC1=CC(=CC=C1)[N+](=O)[O-]